3-bromo-5-(2-fluorophenoxy)-1-(prop-2-yl)-1H-1,2,4-triazole BrC1=NN(C(=N1)OC1=C(C=CC=C1)F)C(C)C